ClC1=C(C=C(C=C1)C1=CC(=C(C=C1)C#CC1=CC=C(C=C1)CCC)F)F 4-chloro-3,3'-difluoro-4'-((4-propylphenyl)ethynyl)-1,1'-biphenyl